N(=N\C(=O)OC(C)(C)C)/C(=O)OC(C)(C)C (E)-di-tert-butyl diazene-1,2-dicarboxylate